FC([C@@H](C1=CC=C(C=C1)F)N1N=CC(=C1)C1=CN=CC(=N1)C1=CC=2N(C=C1)N=C(N2)N)(F)F |r| racemic-7-(6-(1-(2,2,2-trifluoro-1-(4-fluorophenyl)ethyl)-1H-pyrazol-4-yl)pyrazin-2-yl)-[1,2,4]triazolo[1,5-a]pyridin-2-amine